14-bromo-3,6,9,12-tetraoxatetradecan-1-ol BrCCOCCOCCOCCOCCO